ClC=1C=C(C=2N(N1)C=CN2)[C@@H]2[C@H](C2)C2=C(C=C(C=C2)OC(F)(F)F)F |r| racemic-6-chloro-8-((1S,2S)-2-(2-fluoro-4-(trifluoromethoxy)phenyl)cyclopropyl)imidazo[1,2-b]pyridazine